BrC=1C(=NN(C1)C=1C=C(C=CC1)N(C(C=C)=O)CC)F N-[3-(4-bromo-3-fluoro-pyrazol-1-yl)phenyl]-N-ethyl-prop-2-enamide